C(C)(C)N1OC(C2C1C(CC(C2)C2=CC=CC=C2)C)(C)C 1-Isopropyl-3,3,7-trimethyl-5-phenyloctahydrobenzo[c]isoxazol